FC1=C(C(=CC=C1OC)F)C=1C=C2C=NC(=NC2=CC1)N[C@H]1[C@H](CCC1)N (1R,2S)-N1-(6-(2,6-difluoro-3-methoxyphenyl)quinazolin-2-yl)cyclopentane-1,2-diamine